(R)-β-ketopentanoate O=C(CC(=O)[O-])CC